Tert-butyl 4-bromo-2-methylbenzylcarbamate BrC1=CC(=C(CNC(OC(C)(C)C)=O)C=C1)C